tert-butyl 3-(5-(4-fluorophenyl)-3-methylpyridin-2-yl)piperidine-1-carboxylate FC1=CC=C(C=C1)C=1C=C(C(=NC1)C1CN(CCC1)C(=O)OC(C)(C)C)C